ClC=1C=CC(=C(C1)C1=CC(N(C=C1OC)[C@H](C(=O)NC1=CC(=C(C(=O)NS(=O)(=O)C)C=C1)F)CC1=CC=NC=C1)=O)N1N=NC(=C1)C(F)(F)F (S)-4-(2-(4-(5-chloro-2-(4-(trifluoromethyl)-1H-1,2,3-triazol-1-yl)phenyl)-5-methoxy-2-oxopyridin-1(2H)-yl)-3-(pyridin-4-yl)propanamido)-2-fluoro-N-(methanesulfonyl)benzamide